2-[(4-benzyloxy-3-methoxy-phenyl)methyl]-4,4,5,5-tetramethyl-1,3,2-dioxaborolane C(C1=CC=CC=C1)OC1=C(C=C(C=C1)CB1OC(C(O1)(C)C)(C)C)OC